COC=1C=C(C=CC1OC)NC(=O)C1=CC(=NC2=CC(=CC=C12)OC)C1=CC=CC=C1 N-(3,4-dimethoxyphenyl)-7-methoxy-2-phenylquinoline-4-carboxamide